1-behenoyl-2-hydroxy-sn-glycero-3-phosphocholine C(CCCCCCCCCCCCCCCCCCCCC)(=O)OC[C@@H](OO)COP(=O)([O-])OCC[N+](C)(C)C